ClC1=CC=C(C=C1)C1=CC(=NC(=N1)C=1C=NC=CC1)N1CCC(CC1)NC(CO)=O N-(1-(6-(4-chlorophenyl)-2-(pyridin-3-yl)pyrimidin-4-yl)piperidin-4-yl)-2-hydroxyacetamide